5-bromo-3-((2,3-dichlorophenylimino)-methyl)-2-hydroxyphenyl 3-methylbenzoate CC=1C=C(C(=O)OC2=C(C(=CC(=C2)Br)C=NC2=C(C(=CC=C2)Cl)Cl)O)C=CC1